sodium gadolinium borate B([O-])([O-])[O-].[Gd+3].[Na+]